1-(4-Bromophenyl)-2-(4-chlorophenyl)-2,11-dihydroimidazo[1',5':1,2]pyrido[3,4-b]indol-4-ium chloride [Cl-].BrC1=CC=C(C=C1)C=1N(C=[N+]2C1C=1NC3=CC=CC=C3C1C=C2)C2=CC=C(C=C2)Cl